(3S)-3-aminopyrrolidine-1-carboxylic acid tert-butyl ester C(C)(C)(C)OC(=O)N1C[C@H](CC1)N